C(CC)N(C(=O)N)CCC N,N-dipropylurea